COC(=O)C=1C=2N(C=CC1C=1C=NN(C1C)CC13CC4CC(CC(C1)C4)C3)C(=CN2)C2=NC=C(C(=C2)C)NC2=NC=CC=N2 7-(1-(adamantan-1-ylmethyl)-5-methyl-1H-pyrazol-4-yl)-3-(4-methyl-5-(pyrimidin-2-ylamino)pyridin-2-yl)imidazo[1,2-a]pyridine-8-carboxylic acid methyl ester